tert-butyl (2S,5S)-7,9-difluoro-2,3-dihydro-2,5-methanobenzo[f][1,4]oxazepine-4(5H)-carboxylate FC=1C=C(C2=C([C@H]3N(C[C@@H](O2)C3)C(=O)OC(C)(C)C)C1)F